3-bromo-7-cyclopropyl-imidazo[1,2-a]pyridine-8-carbonitrile BrC1=CN=C2N1C=CC(=C2C#N)C2CC2